O1C(=CC=C1)C1=CSC=2N=C3N(CCC4=C3NC3=CC=CC=C43)C(C21)=O 3-(furan-2-yl)-6,7-dihydrothieno[2'',3'':4',5']pyrimido[1',2':1,2]pyrido[3,4-b]indol-4(12H)-one